O1N=CC(=C1)CN1N=C(C=CC1=O)C=1C=NC(=NC1)OCC(F)(F)F 2-(isoxazol-4-ylmethyl)-6-(2-(2,2,2-trifluoroethoxy)pyrimidin-5-yl)pyridazin-3(2H)-one